tert-Butyl 3-(2-methyl-3-nitropyrazolo[1,5-a]pyrimidin-7-yl)piperidine-1-carboxylate CC1=NN2C(N=CC=C2C2CN(CCC2)C(=O)OC(C)(C)C)=C1[N+](=O)[O-]